N1=CC(=CC=C1)CC#N 2-(3-pyridinyl)acetonitrile